1-(4-(1H-tetrazol-5-yl)benzyl)-4-(ethoxymethyl)-4-phenethylpiperidine HCl Cl.N1N=NN=C1C1=CC=C(CN2CCC(CC2)(CCC2=CC=CC=C2)COCC)C=C1